3-(4-(4-(aminomethyl)-3-methylphenyl)pyridin-3-yl)piperidine-1-carboxylic acid tert-butyl ester C(C)(C)(C)OC(=O)N1CC(CCC1)C=1C=NC=CC1C1=CC(=C(C=C1)CN)C